N-isopropyl-8-methylsulfanyl-5-[4-(trifluoromethyl)phenyl]naphthalene-2-carboxamide C(C)(C)NC(=O)C1=CC2=C(C=CC(=C2C=C1)C1=CC=C(C=C1)C(F)(F)F)SC